[Cl-].[Cl-].C1(C=CC=C1)[Zr+2]C1C=CC=C1 Bis(cyclopentadienyl)zirconium(IV) dichloride